C(\C=C\C(=O)O)(=O)O.C(C)N(C(C1=C(C=CC(=C1)F)OC1=C(N=CN=N1)N1CC2(CN(C2)[C@@H](C(C)C)CCCN(C)CCO)CC1)=O)C(C)C (R)-N-ethyl-5-fluoro-2-((5-(2-(6-((2-hydroxyethyl)(methyl)amino)-2-methylhex-3-yl)-2,6-diazaspiro[3.4]oct-6-yl)-1,2,4-triazin-6-yl)oxy)-N-isopropylbenzamide fumarate